(1-cyclopropyl-1H-indazol-3-yl)-N-(4-fluoro-2-methoxy-5-nitrophenyl)pyrimidin-2-amine C1(CC1)N1N=C(C2=CC=CC=C12)C1=NC(=NC=C1)NC1=C(C=C(C(=C1)[N+](=O)[O-])F)OC